N-(2-cyclohexyl-4-(4-(trifluoromethyl)phenethyl)phenyl)-7,8-difluorooctanamide C1(CCCCC1)C1=C(C=CC(=C1)CCC1=CC=C(C=C1)C(F)(F)F)NC(CCCCCC(CF)F)=O